CC(C)(C)[O-].CC(C)(C)[O-].C(C)CC(CC(=O)[O-])=O.C(C)CC(CC(=O)[O-])=O.[Ti+4] titanium bis(ethylacetoacetate) di-tert-butoxide